Cl.S1N=C(C2=C1C=CC=C2)N2CCN(CC2)CCC2CC(C2)N 3-(2-(4-(benzo[d]isothiazol-3-yl)piperazin-1-yl)ethyl)cyclobutane-1-amine hydrochloride